C(C)OC=1C=CC=2N(C1)N=CC2C#N 6-ethoxypyrazolo[1,5-a]pyridine-3-carbonitrile